6-(5-Fluoro-2-((3-(4-methylpiperazin-1-yl)phenyl)amino)pyrimidin-4-yl)-4,4-dimethyl-3,4-Dihydroisoquinolin FC=1C(=NC(=NC1)NC1=CC(=CC=C1)N1CCN(CC1)C)C=1C=C2C(CN=CC2=CC1)(C)C